DimethylSulfOxide CS(=O)C